(S)-4-(4-bromo-2,3-difluorophenyl)-3-methylpiperazine-1-carboxylic acid tert-butyl ester C(C)(C)(C)OC(=O)N1C[C@@H](N(CC1)C1=C(C(=C(C=C1)Br)F)F)C